bis(phenanthren-9-yl)-N,N'-bis(phenyl)-benzidine C1=CC=CC=2C3=CC=CC=C3C(=CC12)N(C1=CC=C(C2=CC=C(N(C3=CC=CC=C3)C=3C4=CC=CC=C4C=4C=CC=CC4C3)C=C2)C=C1)C1=CC=CC=C1